4-(3-((2-((3S,4R)-3-fluoro-4-hydroxy-3-methylpiperidin-1-yl)pyrimidin-4-yl)amino)-5-isopropylisoquinolin-8-yl)-1-methylpiperazin-2-one F[C@]1(CN(CC[C@H]1O)C1=NC=CC(=N1)NC=1N=CC2=C(C=CC(=C2C1)C(C)C)N1CC(N(CC1)C)=O)C